2-(2H-Benzotriazol-2-yl)-6-(1-methyl-1-phenylethyl)-4-(1,1,3,3-tetramethylbutyl)phenol N=1N(N=C2C1C=CC=C2)C2=C(C(=CC(=C2)C(CC(C)(C)C)(C)C)C(C)(C2=CC=CC=C2)C)O